Cl.Cl.N[C@H](CNC(=O)C=1NC2=C(C=CC=C2C1)C1=CC=C(C=C1)F)CCCN (S)-N-(2,5-diaminopentyl)-7-(4-fluorophenyl)-1H-indole-2-carboxamide dihydrochloride